Cl.C1C(CC12CCNCC2)CN2C(\C(\C1=CC=C(C=C21)C(=O)NCC#C)=C/C=2NC(=CC2C)C)=O (Z)-1-((7-azaspiro[3.5]non-2-yl)methyl)-3-((3,5-dimethyl-1H-pyrrol-2-yl)methylene)-2-oxo-N-(prop-2-yn-1-yl)indole-6-carboxamide hydrochloride